Piperidin-1-yl-(5-(pyridin-4-yl)-1H-Pyrrolo[3,2-b]Pyridin-2-yl)methanone N1(CCCCC1)C(=O)C1=CC2=NC(=CC=C2N1)C1=CC=NC=C1